tert-butyl (3-chloro-4-(trifluoromethoxy)benzyl)(2-(5-(2-oxo-2-((1-(tetrahydro-2H-pyran-2-yl)-6-(4H-1,2,4-triazol-4-yl)-1H-indazol-4-yl)amino)ethyl)oxazol-2-yl)ethyl)carbamate ClC=1C=C(CN(C(OC(C)(C)C)=O)CCC=2OC(=CN2)CC(NC2=C3C=NN(C3=CC(=C2)N2C=NN=C2)C2OCCCC2)=O)C=CC1OC(F)(F)F